N-((4-(3-cyclopropyl-1,2,4-oxadiazol-5-yl)bicyclo[2.2.2]octan-1-yl)methyl)-N-(3-(3-cyclopropyl-1,2,4-oxadiazol-5-yl)phenyl)morpholine-4-carboxamide C1(CC1)C1=NOC(=N1)C12CCC(CC1)(CC2)CN(C(=O)N2CCOCC2)C2=CC(=CC=C2)C2=NC(=NO2)C2CC2